BrC=1C=C(C(=O)N(C)C)C=C(C1C(C)(C)O)F 3-bromo-5-fluoro-4-(2-hydroxypropan-2-yl)-N,N-dimethylbenzamide